CC1=C(C=CC=C1C)N1CCN(CC1)C(CN1N=C(C=2CCCCC12)C(=O)N1CCC(CC1)NC(C)=O)=O N-(1-(1-(2-(4-(2,3-Dimethylphenyl)piperazin-1-yl)-2-oxoethyl)-4,5,6,7-tetrahydro-1H-indazol-3-carbonyl)piperidin-4-yl)acetamid